ClC=1C(=NC=CC1C=1C=CC=2C(=NC=C(N2)N2CCC(CC2)(C)NC(OC(C)(C)C)=O)N1)N1CCCC1 tert-butyl (1-(6-(3-chloro-2-(pyrrolidin-1-yl)pyridin-4-yl)pyrido[2,3-b]pyrazin-2-yl)-4-methylpiperidin-4-yl)carbamate